2-[tert-butyl-(dimethyl)silyl]oxy-4-hydroxy-butanoic acid methyl ester COC(C(CCO)O[Si](C)(C)C(C)(C)C)=O